4-amino-7-{(1S)-1-[3-(2-fluorophenyl)-1,2-oxazol-5-yl]ethyl}-5-(2-methoxypyrimidin-5-yl)-7H-pyrrolo[2,3-d]pyrimidine-6-carbonitrile NC=1C2=C(N=CN1)N(C(=C2C=2C=NC(=NC2)OC)C#N)[C@@H](C)C2=CC(=NO2)C2=C(C=CC=C2)F